C(#N)C1(CC1)NS(=O)(=O)C=1C=C2C(=NC(=NC2=C(C1)N1CCNCC1)C)C=1OC(=NN1)C N-(1-cyanocyclopropyl)-2-methyl-4-(5-methyl-1,3,4-oxadiazol-2-yl)-8-(piperazin-1-yl)quinazoline-6-sulfonamide